2-Cyclopropyl-N7-(4,4-difluorocyclohexyl)pyrazolo[1,5-a]pyrimidine-3,7-dicarboxamide C1(CC1)C1=NN2C(N=CC=C2C(=O)NC2CCC(CC2)(F)F)=C1C(=O)N